1-(2-chloro-5-fluorophenyl)-8-(3-fluoro-5-(trifluoromethyl)benzamido)-3-oxo-1,2,3,4-tetrahydropyrrolo[1,2-a]pyrazine-6-carboxamide ClC1=C(C=C(C=C1)F)C1C=2N(CC(N1)=O)C(=CC2NC(C2=CC(=CC(=C2)C(F)(F)F)F)=O)C(=O)N